C1(=CC=CC=C1)SC1=CN=C(S1)CNC(OC(C)(C)C)=O tert-Butyl ((5-(phenylthio)thiazol-2-yl)methyl)carbamate